2-(2-bromo-4-fluorophenoxy)acetic acid ethyl ester C(C)OC(COC1=C(C=C(C=C1)F)Br)=O